Lithium bistrifluoromethanesulfonimidat FC(S(=O)([O-])=N)(F)F.FC(S(=O)([O-])=N)(F)F.[Li+].[Li+]